FC1=C(C(=O)N[C@@H](C(N2CCC3(CC2)C(CNCC3)C3=CC=CC=C3)=O)C(C)C)C=C(C=C1)C(F)(F)F 2-fluoro-N-((2R)-3-methyl-1-oxo-1-(7-phenyl-3,9-diazaspiro[5.5]undecan-3-yl)butan-2-yl)-5-(trifluoromethyl)benzamide